C(C1CO1)OCCC[Si](OCC)(OCC)C 3-glycidoxypropyl-methyldieth-oxysilane